Methyl (E)-2-(3-(4-amino-3-hydroxyphenyl)acryloyl)benzoate NC1=C(C=C(C=C1)/C=C/C(=O)C1=C(C(=O)OC)C=CC=C1)O